(2S)-2-[[2-[(1,1-dioxo-2H-thiochromen-6-yl)amino]-5-(3-ethyl-1,2,4-oxadiazol-5-yl)pyrimidin-4-yl]amino]-2-phenyl-ethanol O=S1(CC=CC2=CC(=CC=C12)NC1=NC=C(C(=N1)N[C@H](CO)C1=CC=CC=C1)C1=NC(=NO1)CC)=O